CC(N)CC1=CNC=N1 alpha-methylhistamine